(S,E)-1-(4-(2-(2-cyano-[1,1'-biphenyl]-3-yl)vinyl)-2-((methoxy-d3)Methyl)-5-trifluoromethylbenzyl)piperidine-2-carboxylic acid C(#N)C1=C(C=CC=C1/C=C/C1=CC(=C(CN2[C@@H](CCCC2)C(=O)O)C=C1C(F)(F)F)COC([2H])([2H])[2H])C1=CC=CC=C1